1-(3-chloro-2-methylpyridin-4-yl)-N-(5-cyano-6-(2H-1,2,3-triazol-2-yl)pyridin-3-yl)-5-(trifluoromethyl)-1H-pyrazole-4-carboxamide ClC=1C(=NC=CC1N1N=CC(=C1C(F)(F)F)C(=O)NC=1C=NC(=C(C1)C#N)N1N=CC=N1)C